ClC1=CC(=NC=C1)C(=O)NC=1C=CC=C2C(=CC=NC12)N(CCCNC(C(C)(C)C)=O)C 4-chloro-N-(4-(methyl(3-pivalamidopropyl)amino)quinolin-8-yl)picolinamide